FC(C=1N=C(NC1)C1=CC=C(C=C1)C(F)(F)F)(F)F 4-(trifluoromethyl)-2-[4-(trifluoromethyl)phenyl]-1H-imidazole